3-hydroxy-3-methylbutyl-4-(isopropylamino)-6-(pyridin-4-yl)-1,5-naphthyridine-3-carboxamide OC(CCC1=NC2=CC=C(N=C2C(=C1C(=O)N)NC(C)C)C1=CC=NC=C1)(C)C